ClC1=C(C=CC=C1)C1=C(C(=O)N)C=CC(=C1)NC1=NC(=NC=C1F)NC1=CC=C(C=C1)C(NC1CCN(CC1)C(CCC1CCN(CC1)C1=CC=C(C=C1)C1C(NC(CC1)=O)=O)=O)=O (2-chlorophenyl)-4-((2-((4-((1-(3-(1-(4-(2,6-dioxopiperidin-3-yl)phenyl)piperidin-4-yl)propanoyl)piperidin-4-yl)carbamoyl)phenyl)amino)-5-fluoropyrimidin-4-yl)amino)benzamide